O=C1NC(CCC1N(C(C1=CC=C(C=C1)N1CCC(CC1)C=O)=O)C)=O N-(2,6-dioxo-3-piperidinyl)-4-(4-formyl-1-piperidinyl)-N-methyl-benzamide